5-ethyl-6-fluoro-4-(8-fluoro-2-(((2r,7as)-2-fluoro-hexahydro-1H-pyrrolizin-7a-yl)methoxy)-4-((imidazo[1,2-a]pyridin-6-ylmethyl)amino)pyrido[4,3-d]pyrimidin-7-yl)naphthalen-2-ol C(C)C1=C2C(=CC(=CC2=CC=C1F)O)C1=C(C=2N=C(N=C(C2C=N1)NCC=1C=CC=2N(C1)C=CN2)OC[C@]21CCCN1C[C@@H](C2)F)F